7-(6-fluoropyridazin-3-yl)-4-[1-(oxan-2-yl)pyrazol-4-yl]-1,3-benzothiazole FC1=CC=C(N=N1)C1=CC=C(C=2N=CSC21)C=2C=NN(C2)C2OCCCC2